(S)-2-methyl-5-(3,4,5-trifluorophenyl)-3,4-dihydro-2H-pyrrole C[C@@H]1N=C(CC1)C1=CC(=C(C(=C1)F)F)F